C(C1=CC=CC=C1)N1CC(CC1)(C(F)(F)F)NC(CC=1C(N(N=C(C1CO)Cl)C)=O)=O N-[1-benzyl-3-(trifluoromethyl)pyrrolidin-3-yl]-2-[6-chloro-5-(hydroxymethyl)-2-methyl-3-oxo-pyridazin-4-yl]acetamide